6-Amino-4-methyl-8-(β-D-ribofuranosyl)-4H,8H-pyrrolo[4,3,2-de]pyrimido[4,5-c]pyridazine NN1CN(CC23C1N=NC(=C2)N(C3)[C@H]3[C@H](O)[C@H](O)[C@H](O3)CO)C